N4,N4,N4',N4'-Tetra[(1,1'-biphenyl)-4-yl]-(1,1'-biphenyl)-4,4'-diamine C1(=CC=C(C=C1)N(C1=CC=C(C=C1)C1=CC=C(C=C1)N(C1=CC=C(C=C1)C1=CC=CC=C1)C1=CC=C(C=C1)C1=CC=CC=C1)C1=CC=C(C=C1)C1=CC=CC=C1)C1=CC=CC=C1